N-(3-(6-amino-2-fluoro-8-((6-iodo-3-oxo-2,3-dihydro-1H-inden-5-yl)methyl)-9H-purin-9-yl)propyl)propane-2-sulfonamide NC1=C2N=C(N(C2=NC(=N1)F)CCCNS(=O)(=O)C(C)C)CC=1C=C2C(CCC2=CC1I)=O